1-(8Z,11Z,14Z-eicosatrienoyl)-2-(9Z-nonadecenoyl)-glycero-3-phospho-(1'-sn-glycerol) CCCCCCCCC/C=C\CCCCCCCC(=O)O[C@H](COC(=O)CCCCCC/C=C\C/C=C\C/C=C\CCCCC)COP(=O)(O)OC[C@H](CO)O